F[C@@H]1CN(CC[C@@H]1NC1=NC=C(C(=N1)C=1N=CNC1)C(F)(F)F)S(=O)(=O)C N-((3R,4S)-3-fluoro-1-(methylsulfonyl)piperidin-4-yl)-4-(1H-imidazol-4-yl)-5-(trifluoromethyl)pyrimidin-2-amine